1-(6-((5-(2-amino-1,1-difluoroethyl)pyrazin-2-yl)amino)-4-((2-methoxy-3-(1-methyl-1H-1,2,4-triazol-3-yl)phenyl)amino)pyridin-3-yl)propan-1-one NCC(F)(F)C=1N=CC(=NC1)NC1=CC(=C(C=N1)C(CC)=O)NC1=C(C(=CC=C1)C1=NN(C=N1)C)OC